(R)-3-(hydroxymethyl)-3,4-dihydroquinoxalin-2(1H)-one OC[C@@H]1C(NC2=CC=CC=C2N1)=O